C12(CC(C1)C2)N2N=C(C(=C2CO)Br)C (1-(Bicyclo[1.1.1]pentan-1-yl)-4-bromo-3-methyl-1H-pyrazol-5-yl)methanol